C(CCCCCCCCCCCCC)N1C(=C(C(C=C1)=O)OCC1=CC=C(C=C1)O)C=O N-tetradecyl-2-formyl-3-(4-hydroxybenzyloxy)-pyridin-4-one